5-methyl-1-(tetrahydro-2H-pyran-2-yl)-1H-indazol-4-amine CC1=C(C=2C=NN(C2C=C1)C1OCCCC1)N